(9Z,9'Z,12Z,12'Z)-((5-((dimethyl amino)methyl)-2-methyl-1,3-phenylene)bis(oxy))bis(butane-4,1-diyl)bis(octadeca-9,12-dienoate) CN(C)CC=1C=C(C(=C(C1)OCCCCCCCCC\C=C/C\C=C/CCCCCCCC(=O)[O-])C)OCCCCCCCCC\C=C/C\C=C/CCCCCCCC(=O)[O-]